N-(2-bromo-6-fluorophenyl)-4-(2-chloro-4-chlorophenyl)-1,3-dimethyl-1H-pyrazol-5-amine BrC1=C(C(=CC=C1)F)NC1=C(C(=NN1C)C)C1=C(C=C(C=C1)Cl)Cl